methyl (S)-4-(2-(4-(6-((2-fluoro-4-(trifluoromethyl)benzyl)oxy)pyridin-2-yl)phenyl)acetamido)-3-((oxetan-2-ylmethyl)amino)benzoate FC1=C(COC2=CC=CC(=N2)C2=CC=C(C=C2)CC(=O)NC2=C(C=C(C(=O)OC)C=C2)NC[C@H]2OCC2)C=CC(=C1)C(F)(F)F